N-((5-(4-chlorophenyl)-1-(2,4-dichlorophenyl)-4-methyl-1H-pyrazol-3-yl)methyl)-2-(((1r,3R,5S,7r)-3,5-dimethyl-adamantan-1-yl)amino)ethane-1-sulfonamide ClC1=CC=C(C=C1)C1=C(C(=NN1C1=C(C=C(C=C1)Cl)Cl)CNS(=O)(=O)CCNC12C[C@]3(C[C@](CC(C1)C3)(C2)C)C)C